5-benzyl-N-(5,6-dihydro-4H-benzo[f]imidazo[1,2-a]azepin-4-yl)isoxazole-3-carboxamide C(C1=CC=CC=C1)C1=CC(=NO1)C(=O)NC1C=2N(C3=C(CC1)C=CC=C3)C=CN2